C(\C=C\C(=O)O)(=O)O.N[C@@H]1CN(CC1)C(=O)C=1C=CC(=C(C1)C1=CC(=C(C#N)C=C1)F)C1=C(C=C(C=C1)CC(C)(C)O)F.N[C@@H]1CN(CC1)C(=O)C=1C=CC(=C(C1)C1=CC(=C(C#N)C=C1)F)C1=C(C=C(C=C1)CC(C)(O)C)F 4-[5-[(3S)-3-aminopyrrolidine-1-carbonyl]-2-[2-fluoro-4-(2-hydroxy-2-methylpropyl)phenyl]phenyl]-2-fluoro-benzonitrile hemifumarate